BrC=1C(=CC(=C(C1)NC([O-])=O)C(C#CC1CC1)(C(C)(F)F)O)F 5-bromo-2-(1-cyclopropyl-4,4-difluoro-3-hydroxypent-1-yn-3-yl)-4-fluorophenylcarbamate